3-(4-((2-chloro-1H-imidazol-1-yl)methyl)pyridin-3-yl)-5-isobutylthiophene-2-sulfonamide ClC=1N(C=CN1)CC1=C(C=NC=C1)C1=C(SC(=C1)CC(C)C)S(=O)(=O)N